ClC1=CC=C(C=C1)[C@@]1(N(C(C2=CC(=CC=C12)C(C(=O)N(C)C)(C)O)=O)CC1=CC=C(C=C1)Cl)OCC1(CC1)CO 2-[(1R)-1-(4-chlorophenyl)-2-[(4-chlorophenyl)methyl]-1-{[1-(hydroxymethyl)cyclopropyl]methoxy}-3-oxo-2,3-dihydro-1H-isoindol-5-yl]-2-hydroxy-N,N-dimethylpropanamide